1-((4-(Chloromethyl)phenyl)carbonyl)azepan-2-on ClCC1=CC=C(C=C1)C(=O)N1C(CCCCC1)=O